ClC=1C=C(C=NC1C)/C=C/C(=O)C1=C(C2=C(NC1=O)SC=C2)SC (E)-5-(3-(5-chloro-6-methylpyridin-3-yl)acryloyl)-4-methylthiothieno[2,3-b]pyridin-6(7H)-one